(1r,3r)-3-azido-3-(5-bromopyrimidin-2-yl)-1-(fluoromethyl)cyclobutanecarbonitrile N(=[N+]=[N-])C1(CC(C1)(C#N)CF)C1=NC=C(C=N1)Br